BrC1=CC=C(C=C1)N1N(C(=CC1=O)C)C 2-(4-bromophenyl)-1,5-dimethyl-3H-pyrazol-3-one